4-(tosyloxy)tetrahydrofuran-3-carboxylic acid methyl ester COC(=O)C1COCC1OS(=O)(=O)C1=CC=C(C)C=C1